tert-butyl 7-(((1R,3S)-3-(((S)-2-(((benzyloxy) carbonyl) amino)-3-ethoxy-3-oxopropyl)-carbamoyl) cyclobutyl) methyl)-3,4-dihydro-1,8-naphthyridine-1(2H)-carboxylate C(C1=CC=CC=C1)OC(=O)N[C@@H](CNC(=O)C1CC(C1)CC1=CC=C2CCCN(C2=N1)C(=O)OC(C)(C)C)C(=O)OCC